S1=COCCC1C#N oxathiacyclohexene-6-carbonitrile